6-Fluoro-1-(4-fluoro-3-(4-(furan-2-carbonyl)piperazine-1-carbonyl)benzyl)quinazoline-2,4(1H,3H)-dione FC=1C=C2C(NC(N(C2=CC1)CC1=CC(=C(C=C1)F)C(=O)N1CCN(CC1)C(=O)C=1OC=CC1)=O)=O